4-{N-[(2-chloroquinolin-7-yl)methyl]cyclopropaneamido}-1-methyl-1H-pyrazole-3-carboxylic acid ClC1=NC2=CC(=CC=C2C=C1)CN(C(=O)C1CC1)C=1C(=NN(C1)C)C(=O)O